sodium potassium copper [Cu].[K].[Na]